FC(SC=1C=C(C=NC1)S(=O)(=O)N1C=C(C=C1C1=C(C=CC=C1)F)CN(C(OC(C)(C)C)=O)C)F tert-butyl ((1-((5-(difluoromethylthio)pyridin-3-yl)sulfonyl)-5-(2-fluorophenyl)-1H-pyrrol-3-yl) Methyl)(methyl)carbamate